N-(3-carboxyphenyl)-4-phenylethynylphthalimide C(=O)(O)C=1C=C(C=CC1)N1C(C=2C(C1=O)=CC(=CC2)C#CC2=CC=CC=C2)=O